N-(3-cyanophenyl)-2-(4,4-difluoroazepan-1-yl)quinoline-3-carboxamide C(#N)C=1C=C(C=CC1)NC(=O)C=1C(=NC2=CC=CC=C2C1)N1CCC(CCC1)(F)F